Cl.Cl.NC/C(/COC=1C=NC(=NC1)N1CCC(CC1)O)=C\F 1-[5-[(E)-2-(aminomethyl)-3-fluoro-allyloxy]pyrimidin-2-yl]piperidin-4-ol dihydrochloride